Triethoxy(3-((2-phenylpropane-2-yl)thio)propyl)silane C(C)O[Si](CCCSC(C)(C)C1=CC=CC=C1)(OCC)OCC